[C@@H]12OCCCN([C@H]2C1)C=1C2=C(N=C(N1)OC[C@H]1N(CCC1)C)C(=C(N=C2)C2=CC(=CC1=CC=C(C(=C21)C#C)F)O)F 4-(4-((1R,7S)-2-oxa-6-azabicyclo[5.1.0]octan-6-yl)-8-fluoro-2-(((S)-1-methyl-pyrrolidin-2-yl)methoxy)pyrido[4,3-d]pyrimidin-7-yl)-5-ethynyl-6-fluoronaphthalen-2-ol